2-bromo-2,2-difluoro-1-(o-tolyl)ethan-1-one BrC(C(=O)C1=C(C=CC=C1)C)(F)F